3-tert-butyl-1-(4-pyridyl)-1H-pyrazol-5-amine C(C)(C)(C)C1=NN(C(=C1)N)C1=CC=NC=C1